ClC1=NC=2N(C(=C1)N(C(OC(C)(C)C)=O)CC=1N=C3N(C=CC(=C3)C(F)(F)F)C1)N=CC2C2CC2 tert-butyl (5-chloro-3-cyclopropylpyrazolo[1,5-a]pyrimidin-7-yl)((7-(trifluoromethyl)imidazo[1,2-a]pyridin-2-yl)methyl)carbamate